OCCS(=O)(=O)Cl 2-hydroxyethylsulfonyl chloride